F[C@H]1[C@H](C1)C(=O)NC1=NC=C2C=C(C(N(C2=C1)C)=O)C=1C=NC(=CC1C)[C@@](CC=C)([2H])O (1R,2R)-2-fluoro-N-(3-(6-((S)-1-hydroxybut-3-en-1-yl-1-d)-4-methylpyridin-3-yl)-1-methyl-2-oxo-1,2-dihydro-1,6-naphthyridin-7-yl)cyclopropane-1-carboxamide